2-(2,6-Dioxopiperidin-3-yl)-5-(4-(piperidin-4-ylmethyl)piperidin-1-yl)isoindole-1,3-dione O=C1NC(CCC1N1C(C2=CC=C(C=C2C1=O)N1CCC(CC1)CC1CCNCC1)=O)=O